BrC=1C(=NC(=C(C#N)C1)O)C 5-bromo-2-hydroxy-6-methylnicotinonitrile